C1(CCCC1)C=1C=CC(=C(O\C(\C(=O)OC)=C/OC)C1)C (Z)-methyl 2-(5-cyclopentyl-2-methyl-phenoxy)-3-methoxy-prop-2-enoate